N-(2-(3H-Indol-3-yl)ethyl)-9-isopropyl-2-(5-methyl-3-pyridyl)-7H-purin-6-amine N1=CC(C2=CC=CC=C12)CCNC1=C2NCN(C2=NC(=N1)C=1C=NC=C(C1)C)C(C)C